ClC1=NN=NC(=C1)Cl 4,6-dichlorotriazin